1H-indazole-6-amine N1N=CC2=CC=C(C=C12)N